C(=O)(O)CCCC=1C=C(C=CC1N)C1=CC(=C(N)C=C1)CCCC(=O)O 3,3'-bis(3-carboxypropyl)-4,4'-benzidine